1-(3-methoxyphenyl)-9H-pyrido[3,4-b]indol-3-amine COC=1C=C(C=CC1)C1=NC(=CC2=C1NC1=CC=CC=C21)N